Cl.C1(CC1)CC1=NNC(=C1)NC=1N=C(C2=C(N1)C1=C(O2)N=CC=C1)N1CCOCC1 N-(3-(cyclopropylmethyl)-1H-pyrazol-5-yl)-4-morpholinopyrido[3',2':4,5]furo[3,2-d]pyrimidin-2-amine hydrochloride